4-((2-(Cyano-methoxy)-4-formylphenoxy)methyl)-N,N-dimethylbenzamide C(#N)COC1=C(OCC2=CC=C(C(=O)N(C)C)C=C2)C=CC(=C1)C=O